C(C#C)N1CC(CCC1)C(=O)O 1-(prop-2-yn-1-yl)piperidine-3-carboxylic acid